2-phenyl-N-(pyridine-2-yl)acetamide C1(=CC=CC=C1)CC(=O)NC1=NC=CC=C1